methyl 3-(2-chloro-5-(3,5-dimethyl-2,6-dioxo-4-thioxo-1,3,5-triazin-1-yl)-4-fluorophenyl)-5,6-dihydro-4H-1,2-oxazine-6-carboxylate ClC1=C(C=C(C(=C1)F)N1C(N(C(N(C1=O)C)=S)C)=O)C1=NOC(CC1)C(=O)OC